BrC=1C=C(C(=C(C1)O)CCC1=NC(=CC=C1Br)OC)F 5-bromo-2-(2-(3-bromo-6-methoxypyridin-2-yl)ethyl)-3-fluorophenol